N[C@@H]1[C@@H](CCCC1)NC1=NC(=C2N=CN(C2=N1)CC)NC1=CC(=CC=C1)Cl |r| racemic-N2-(cis-2-aminocyclohexyl)-N6-(3-chlorophenyl)-9-ethyl-9H-purine-2,6-diamine